tris(1,3-diisopropyl-2-dimethylaminoguanidine) gadolinium (III) [Gd+3].C(C)(C)NC(=NN(C)C)NC(C)C.C(C)(C)NC(=NN(C)C)NC(C)C.C(C)(C)NC(=NN(C)C)NC(C)C